tertbutyl N-[[2-[6-(2,2-difluorocyclopropyl)-2-pyridyl]-1,8-naphthyridin-7-yl]methyl]carbamate FC1(C(C1)C1=CC=CC(=N1)C1=NC2=NC(=CC=C2C=C1)CNC(OC(C)(C)C)=O)F